C1(CC1)OCC1=C(C=C(C=C1)NC(=O)C1=CC(=NC=C1)C=1C=C(C(=NC1)C)C(=O)O)F 5-[4-[[4-(Cyclopropoxymethyl)-3-fluoro-phenyl]carbamoyl]-2-pyridyl]-2-methyl-pyridine-3-carboxylic acid